1-methyl-1,2,3,6-tetrahydropyridin-3-yl pivalate C(C(C)(C)C)(=O)OC1CN(CC=C1)C